8-(1-(3,4-dihydroxyphenyl)ethyl)-3,3',5,7-tetrahydroxy-4'-methoxyl-flavone OC=1C=C(C=CC1O)C(C)C=1C(=CC(=C2C(C(=C(OC12)C1=CC(=C(C=C1)OC)O)O)=O)O)O